3,4-dihydro-2H,15'H-spiro[naphthalene-1,22'-[20]oxa[13]thia[1,14]diazatetracyclo[14.7.2.03,6.019,24]pentacosa[8,16,18,24]tetraen]-15'-one-13',13'-dioxide N12CC3CCC3CC=CCCCS(NC(C3=CC=C(OCC4(C1)CCCC1=CC=CC=C14)C2=C3)=O)(=O)=O